(S)-(4-(benzo[d]oxazol-2-yl)-6,7-dihydro-1H-imidazo[4,5-c]pyridin-5(4H)-yl)(5-(1-methyl-1H-pyrazol-4-yl)-1,3,4-oxadiazol-2-yl)methanone O1C(=NC2=C1C=CC=C2)[C@H]2N(CCC1=C2N=CN1)C(=O)C=1OC(=NN1)C=1C=NN(C1)C